FC1=CC=C(C=C1)C=1C=C2C=NN(C2=C(C1)C(=O)NCC1=CC=C(C(=O)O)C=C1)CC1=CC2=CC=CC=C2C=C1 4-((5-(4-fluorophenyl)-1-(naphthalen-2-ylmethyl)-1H-indazole-7-carboxamido)methyl)benzoic acid